F[P-](F)(F)(F)(F)F.COC1=NC(=CC=C1[N+]#N)C1=NN(C=C1)C 2-methoxy-6-(1-methyl-1H-pyrazol-3-yl)pyridine-3-diazonium hexafluorophosphate